C1(=CC=CC2=CC=CC=C12)C1=C(C=CC=C1)B(O)O (naphthyl)phenyl-boronic acid